C(C)(C)(C)OC(=O)N1C(C=2C(CC1)=NN(C2)C2=CC(=C(C(=C2)C)F)C)C 2-(4-fluoro-3,5-dimethylbenzeneYl)-4-methyl-6,7-dihydro-4H-pyrazolo[4,3-c]Pyridine-5-carboxylic acid tert-butyl ester